4-Hydroxy-α-methyltryptamine OC=1C=CC=C2NC=C(CC(N)C)C12